6-chloro-N-{3-[2-(4-chloro-3-fluorophenoxy)acetamido]bicyclo[1.1.1]pentan-1-yl}-2-methyl-4-oxo-3,4-dihydro-2H-1-benzopyran-2-carboxamide ClC=1C=CC2=C(C(CC(O2)(C(=O)NC23CC(C2)(C3)NC(COC3=CC(=C(C=C3)Cl)F)=O)C)=O)C1